ClC=1C=C(C(=O)O)C=CC1NC(C(C1=CC=CC=C1)NC(C=CC1=C(C(=CC=C1N1N=CN=N1)Cl)F)=O)=O 3-chloro-4-(2-(3-(3-chloro-2-fluoro-6-(2H-tetrazol-2-yl)phenyl)acrylamido)-2-phenylacetamido)benzoic acid